COC=1C=C(C=CC1OC)C(CC(=O)Cl)F (E)-3-(3,4-dimethoxyphenyl)-3-fluoropropoyl chloride